2-imino-7-oxo-2,7-dihydrodibenzo[de,h]chromene-3-carboxylic acid ethyl ester C(C)OC(=O)C=1C(OC=2C3=C(C(C=4C2C1C=CC4)=O)C=CC=C3)=N